(1s,2s)-2-((tert-butoxycarbonyl)amino)cyclopentylcarboxylic acid C(C)(C)(C)OC(=O)N[C@@H]1[C@H](CCC1)C(=O)O